FC=1C=C(COC=2C=C3N(C(N2)=O)C[C@@H]2N3CCCC2)C=CC1 (R)-3-((3-Fluorobenzyl)oxy)-6,7,8,9,9a,10-hexahydro-1H-pyrido[1',2':3,4]imidazo[1,2-c]pyrimidin-1-one